Strontium maleat C(\C=C/C(=O)[O-])(=O)[O-].[Sr+2]